(S)-1-(6-((2-amino-3-chloropyridin-4-yl)thio)-1,2,4-triazin-3-yl)-1,3-dihydrospiro[indene-2,4'-piperidin]-1-amine NC1=NC=CC(=C1Cl)SC1=CN=C(N=N1)[C@]1(C2=CC=CC=C2CC12CCNCC2)N